FC1(CC1)C(=O)NC1=CC2=C(N=N1)C(=NC=C2C2=NN1C(C=CC(=C1)N1CCOCC1)=N2)NC 1-fluoro-N-(8-(methylamino)-5-(6-morpholino-[1,2,4]triazolo[1,5-a]pyridin-2-yl)pyrido[3,4-C]pyridazin-3-yl)cyclopropane-1-carboxamide